2-fluoro-5-((tetrahydro-2H-pyran-2-yloxy)(4,6,7-trifluoro-1-(triisopropylsilyl)-1H-indol-5-yl)methyl)benzimidamide FC1=C(C(N)=N)C=C(C=C1)C(C=1C(=C2C=CN(C2=C(C1F)F)[Si](C(C)C)(C(C)C)C(C)C)F)OC1OCCCC1